C(C)(C)OC1=C(C=CC(=C1)C=1C=NN(C1)C)NC=1N=CC2=C(N1)C(=NC=C2)C=2C=NN(C2)C N-(2-isopropoxy-4-(1-methyl-1H-pyrazol-4-yl)phenyl)-8-(1-methyl-1H-pyrazol-4-yl)pyrido[3,4-d]pyrimidin-2-amine